NC(C(=O)OCC)CC1=C(C(=CC=C1)OC)OCC1=CC=CC=C1 Ethyl 2-amino-3-(2-(benzyloxy)-3-methoxyphenyl)propionate